13-bromo-8-(2,6-difluorophenyl)-3-[(4-methoxyphenyl)methyl]-5-(trifluoromethyl)-3,4,7,9,12-pentazatricyclo[8.4.0.02,6]tetradeca-1(10),2(6),4,7,11,13-hexaene BrC=1N=CC=2NC(=NC=3C(=NN(C3C2C1)CC1=CC=C(C=C1)OC)C(F)(F)F)C1=C(C=CC=C1F)F